N-(3-(1-hydroxy-1,3-dihydrobenzo[c][1,2]oxaborol-4-yl)phenyl)-5-(1-methyl-1H-benzo[d]imidazol-2-yl)pentanamide OB1OCC2=C1C=CC=C2C=2C=C(C=CC2)NC(CCCCC2=NC1=C(N2C)C=CC=C1)=O